(3R,4S)-3-cyclopropyl-4-methyl-1-[6-[2-methyl-5-(trifluoromethyl)pyrazol-3-yl]pyrrolo[1,2-b]pyridazin-4-yl]-2-oxopyrrolidine-3-carbonitrile C1(CC1)[C@]1(C(N(C[C@H]1C)C=1C=2N(N=CC1)C=C(C2)C=2N(N=C(C2)C(F)(F)F)C)=O)C#N